calcium Strontium [Sr].[Ca]